C(C1=CC=CC=C1)OC(=O)N(CC)CC1C(N(CCN(C1)C(=O)OC(C)(C)C)CC1=CC=C(C=C1)OC)=O tert-Butyl 6-((((benzyloxy)carbonyl)(ethyl)amino)methyl)-4-(4-methoxybenzyl)-5-oxo-1,4-diazepane-1-carboxylate